C(C)SC=1OC2=C(C=C(C=C2C(C1C)=O)C)[C@@H](C)NC1=C(C(=O)OC)C=C(C=C1)C(F)(F)F Methyl 2-[[(1R)-1-(2-ethylsulfanyl-3,6-dimethyl-4-oxo-chromen-8-yl)ethyl]amino]-5-(trifluoromethyl)benzoate